O=C1NC(CC[C@H]1N1CCCC2=C(C=CC=C12)N1CCN(CC1)C(=O)OC(C)(C)C)=O tert-butyl 4-[1-[(3R)-2,6-dioxo-3-piperidyl]-3,4-dihydro-2H-quinolin-5-yl]piperazine-1-carboxylate